tert-butyl 1,5-dimethyl-3-[methyl-[6-[4-(1-tetrahydropyran-2-ylpyrazol-4-yl)-1,3-benzothiazol-7-yl]-1,2,4-triazin-3-yl]amino]-8-azabicyclo[3.2.1]octane-8-carboxylate CC12CC(CC(CC1)(N2C(=O)OC(C)(C)C)C)N(C=2N=NC(=CN2)C2=CC=C(C=1N=CSC12)C=1C=NN(C1)C1OCCCC1)C